1,2,4,5-Tetramethylbenzol CC1=C(C=C(C(=C1)C)C)C